C(=C)OC1=C(C=2CC3=CC=CC=C3C2C=C1)CC=C vinyloxy-vinylmethylfluorene